4-(4-propenoylpiperazin-1-yl)-2-amino-7-(2-aminobenzo[d]thiazol-4-yl)-6-chloro-8-fluoroquinoline-3-carbonitrile C(C=C)(=O)N1CCN(CC1)C1=C(C(=NC2=C(C(=C(C=C12)Cl)C1=CC=CC2=C1N=C(S2)N)F)N)C#N